(2R,5aS,7R,11aS)-7-(2,3-dichloro-6-hydroxyphenyl)-2-hydroxyhexahydro-1H-pyrido[1,2-a]pyrrolo[1,2-d]pyrazine-5,11(5aH,11aH)-dione ClC1=C(C(=CC=C1Cl)O)[C@H]1C[C@@H]2N(C([C@H]3N(C2=O)C[C@@H](C3)O)=O)CC1